N1C(=CC=2C=NC=CC21)CNC(CN2C(=NC=C(C2=O)C2=CC=CC=C2)C2=CC=CC=C2)=O N-((1H-pyrrolo[3,2-c]pyridin-2-yl)methyl)-2-(6-oxo-2,5-diphenylpyrimidin-1(6H)-yl)acetamide